2-amino-4-(isoquinolin-4-yl)-6-(4-methyl-1,3-thiazol-2-yl)pyridin-3-ol NC1=NC(=CC(=C1O)C1=CN=CC2=CC=CC=C12)C=1SC=C(N1)C